O1C(=CC=C1)CNC(C1=C(C=CC=C1)NCC(NC1=CC=C(C=C1)C)=O)=O N-(furan-2-ylmethyl)-2-((2-oxo-2-(p-tolylamino)ethyl)amino)benzamide